3-(((3-(diethylamino)propoxy)carbonyl)oxy)-2-(((3-octylundecanoyl)oxy)methyl)propyl (9Z,12Z)-octadeca-9,12-dienoate C(CCCCCCC\C=C/C\C=C/CCCCC)(=O)OCC(COC(=O)OCCCN(CC)CC)COC(CC(CCCCCCCC)CCCCCCCC)=O